C(C)(C)(C)OC(C1=CC=C(C=C1)NC1=C(C=C2C=NN(C2=C1)C1OCCCC1)Cl)=O 4-[(5-Chloro-1-tetrahydropyran-2-yl-indazol-6-yl)amino]benzoic acid tert-butyl ester